CN(C1=CC=C(C=C1)CCO)C 2-(4-dimethylaminophenyl)ethyl alcohol